tert-butyl (N-(2-(1-(6,7-dimethoxyquinazolin-4-yl)piperidin-4-yl)ethyl)sulfamoyl)carbamate COC=1C=C2C(=NC=NC2=CC1OC)N1CCC(CC1)CCNS(=O)(=O)NC(OC(C)(C)C)=O